C(C)N(CC(=O)O)C(CC1=CC=CC=C1)=O ethyl-phenylacetylglycine